COCC1(CC1)N1C=2C3=C(C(=NN3CCC1=O)C1=NNC=C1)N=C(C2)N2[C@@H](COCC2)C (R)-6-(1-(methoxymethyl)cyclopropyl)-4-(3-methylmorpholinyl)-2-(1H-pyrazol-3-yl)-8,9-dihydro-1,3,6,9a-tetraazabenzo[cd]azulene-7(6H)-one